C(C)(C)(C)OC(=O)N1CCN(CC1)CC1=CC(=C(C=C1)N)NCC(CCCOC1=C(C=NN1C)C1=NC(=CC(=C1)C(=O)OC)C)C([2H])([2H])[2H] 4-(4-amino-3-((5-((4-(4-(methoxycarbonyl)-6-methylpyridin-2-yl)-1-methyl-1H-pyrazol-5-yl)oxy)-2-(methyl-d3)pentyl)amino)benzyl)piperazine-1-carboxylic acid tert-butyl ester